ClC1=C(C=C2C=C(N=CC2=C1)NC(=O)C1CC1)C1CCN(CC1)C1COC1 N-(7-chloro-6-(1-(oxetan-3-yl)piperidin-4-yl)isoquinolin-3-yl)cyclopropanecarboxamide